3-benzyl-1-(trans-4-((5-cyanopyridin-2-yl)amino)cyclohexyl)-1-(4-(pyridin-3-yl)phenyl)urea C(C1=CC=CC=C1)NC(N(C1=CC=C(C=C1)C=1C=NC=CC1)[C@@H]1CC[C@H](CC1)NC1=NC=C(C=C1)C#N)=O